C(#N)C1C(COC1)OS(=O)(=O)C1=CC=C(C=C1)C 4-cyanotetrahydrofuran-3-yl-4-methylbenzenesulfonate